2-(4-(bromodifluoromethyl)-3,5-difluorophenyl)-5-propyl-1,3-dioxane BrC(C1=C(C=C(C=C1F)C1OCC(CO1)CCC)F)(F)F